N-{3-[6-chloro-5-(trifluoromethoxy)-1H-benzo[d]imidazol-2-yl]phenyl}-6-phenylpyridazin-3-amine ClC=1C(=CC2=C(NC(=N2)C=2C=C(C=CC2)NC=2N=NC(=CC2)C2=CC=CC=C2)C1)OC(F)(F)F